CNC(=O)C=1C=CC2=C(N(C(=N2)C2=CC(=C(C(=C2)OC)OC)OC)[C@H]2C[C@H](CC2)C(NC)=O)C1 N-methyl-1-((1R,3S)-3-(methylcarbamoyl)cyclopentyl)-2-(3,4,5-trimethoxyphenyl)-1H-benzo[d]imidazole-6-carboxamide